CN1C(N(C2=C1C=NC=1C=CC(=CC21)C=2C=NC(=CC2)C)C=2C=NC=NC2)=N 3-Methyl-8-(6-methylpyridin-3-yl)-1-(pyrimidin-5-yl)-1,3-dihydro-2H-imidazo[4,5-c]quinolin-2-imine